NC(C)N1C(=NCC1)CCCCCCCCCCCCCC 1-aminoethyl-2-myristyl-imidazoline